5-(2-Methylpyridin-3-yl)-7-(trifluoromethyl)imidazo[1,2-a]quinoxalin-4(5H)-one CC1=NC=CC=C1N1C(C=2N(C3=CC=C(C=C13)C(F)(F)F)C=CN2)=O